racemic-3-((7-bromo-3-butyl-3-ethyl-1,1-dioxo-5-phenyl-2,3,4,5-tetrahydro-1,5-benzothiazepin-8-yl)oxy)propionic acid BrC=1C(=CC2=C(N(C[C@@](CS2(=O)=O)(CC)CCCC)C2=CC=CC=C2)C1)OCCC(=O)O |r|